tris-(2-methylphenyl)bismuth CC1=C(C=CC=C1)[Bi](C1=C(C=CC=C1)C)C1=C(C=CC=C1)C